FC=1C=C(C=C(C1)[N+](=O)[O-])S(=O)(=O)Cl 3-fluoro-5-nitro-benzenesulfonyl chloride